ClC=1C=NC=C(C1CC=1N=C(N(C1)COCC[Si](C)(C)C)CC(F)(F)F)Cl 3,5-dichloro-4-((2-(2,2,2-trifluoroethyl)-1-((2-(trimethylsilyl)ethoxy)methyl)-1H-imidazol-4-yl)methyl)pyridine